C(C1=CC=CC=C1)(=O)OC(CC(C)C)=O isovaleryl benzoate